ClC=1C=C(C=CC1)CC(=O)C1=CC=C(C=C1)Cl 2-(3-chlorophenyl)-1-(4-chlorophenyl)ethanone